tert-butyl 4-(1-((7-fluoro-2-methylimidazo[1,2-a]pyridin-6-yl)carbamoyl)-2,3-dihydro-1H-pyrrolo[2,3-b]pyridin-4-yl)piperidine-1-carboxylate FC1=CC=2N(C=C1NC(=O)N1CCC=3C1=NC=CC3C3CCN(CC3)C(=O)OC(C)(C)C)C=C(N2)C